OC1(CC1)C1C2CC2CN1C(=O)OC(C)(C)C tert-Butyl 2-(1-hydroxycyclopropyl)-3-azabicyclo[3.1.0]hexane-3-carboxylate